2-(5-(2-Hydroxy-2-methylpropylamino)pyrimidin-2-yl)-6-(3-methoxy-2-methylphenyl)phthalazin-1(2H)-one OC(CNC=1C=NC(=NC1)N1C(C2=CC=C(C=C2C=N1)C1=C(C(=CC=C1)OC)C)=O)(C)C